COC1=CC=C(C=C1)N1C(SC=C1)=NC(OCC)=O ethyl (3-(4-methoxyphenyl)thiazol-2(3H)-ylidene)carbamate